7-Chloro-1-methyl-1,4,5,10-tetrahydrobenzo[b]pyrazolo[3,4-e][1,4]diazepine ClC=1C=CC2=C(NCC3=C(N2)N(N=C3)C)C1